NCC=1C=C(C=CC1)C=1C=CC2=C(C(=CO2)COC2=C(C=CC(=C2)OC)CC(=O)OCC)C1 ethyl 2-(2-((5-(3-(aminomethyl)phenyl)benzofuran-3-yl)methoxy)-4-methoxyphenyl)acetate